OC(C#CC=1C=C(C=2N(C1)N=CC2C#N)C=2C=NC(=CC2)N2CC1N(C(C2)C1)C([2H])([2H])C=1C=NC(=CC1)OC)(C)C 6-(3-hydroxy-3-methylbut-1-yn-1-yl)-4-(6-(6-((6-methoxypyridin-3-yl)methyl-d2)-3,6-diazabicyclo[3.1.1]heptan-3-yl)pyridin-3-yl)pyrazolo[1,5-a]pyridine-3-carbonitrile